(E)-benzyl-5-(3,5-dimethyl-1,2-oxazol-4-yl)pyridine-2,3-diamine C(C1=CC=CC=C1)C1=C(C(=NC=C1C=1C(=NOC1C)C)N)N